OC=1C=C(C=CC1C(=O)OC)C1CCN(CC1)C(=O)OC(C)(C)C tert-butyl 4-(3-hydroxy-4-(methoxycarbonyl)phenyl)piperidine-1-carboxylate